4-(2-bromophenyl)-1H-pyrrole-3-carbonitrile BrC1=C(C=CC=C1)C=1C(=CNC1)C#N